OC(=O)C(F)(F)F.ClC1=C(C(=CC(=C1)C1=CN(C(C2=CN=CC=C12)=O)C)OC)C=C1CCN(CC1)C(CC1CCN(CC1)C1=C(C=C(NC2C(NC(CC2)=O)=O)C=C1)F)=O 3-[4-[4-[2-[4-[[2-chloro-6-methoxy-4-(2-methyl-1-oxo-2,7-naphthyridin-4-yl)phenyl]methylene]-1-piperidyl]-2-oxo-ethyl]-1-piperidyl]-3-fluoro-anilino]piperidine-2,6-dione TFA salt